FC1=C(C=CC=C1)C1=NC=2N(C(=N1)NC1=CC=C(C=C1)N1CCC(CC1)N1CCOCC1)N=CC2 2-(2-fluorophenyl)-N-(4-(4-morpholinopiperidin-1-yl)phenyl)pyrazolo[1,5-a][1,3,5]triazin-4-amine